6-fluoro-4-oxo-7-{3-[(pyridin-3-ylamino)methyl]azetidin-1-yl}-1-(1,3-thiazol-2-yl)-1,4-dihydro-1,8-naphthyridine-3-carboxylic acid FC=1C=C2C(C(=CN(C2=NC1N1CC(C1)CNC=1C=NC=CC1)C=1SC=CN1)C(=O)O)=O